methyl 4-[4-[trans-(4-aminocyclohexyl)amino]-3-[N'-(2-chloro-5-fluoro-phenyl)carbamimidoyl]pyrrolo[1,2-b]pyridazin-6-yl]-3-methyl-benzoate N[C@@H]1CC[C@H](CC1)NC=1C=2N(N=CC1C(N)=NC1=C(C=CC(=C1)F)Cl)C=C(C2)C2=C(C=C(C(=O)OC)C=C2)C